Cl.CN1CCC(CC1)C=1C=C2C(=NC1)NC(N2C2CCNCC2)=O 6-(1-methyl-4-piperidyl)-1-(4-piperidyl)-3H-imidazo[4,5-b]pyridin-2-one, hydrochloride